tert-butyl (4-bromobutyl)-methylcarbamate BrCCCCN(C(OC(C)(C)C)=O)C